Methylmalonyl-COA CC(C(=O)SCCNC(CCNC([C@@H](C(COP(OP(OC[C@@H]1[C@H]([C@H]([C@@H](O1)N1C=NC=2C(N)=NC=NC12)O)OP(=O)(O)O)(=O)O)(=O)O)(C)C)O)=O)=O)C(=O)O